6-ethyl-N-(4-(5-methyl-1,2,4-oxadiazol-3-yl)benzyl)pyrimidin-4-amine C(C)C1=CC(=NC=N1)NCC1=CC=C(C=C1)C1=NOC(=N1)C